4-chloro-N-((6-methoxy-1-methyl-1H-benzimidazol-7-yl)methyl)-3-methylbenzamide ClC1=C(C=C(C(=O)NCC2=C(C=CC3=C2N(C=N3)C)OC)C=C1)C